4-[4-(6-chloro-9-methylsulfonyloxy-1,5-dihydro-3H-2,4-benzodioxepin-3-yl)-2-thiazolyl]-1-[2-[3,5-bis(trifluoromethyl)-1H-pyrazol-1-yl]acetyl]piperidine ClC1=CC=C(C=2COC(OCC21)C=2N=C(SC2)C2CCN(CC2)C(CN2N=C(C=C2C(F)(F)F)C(F)(F)F)=O)OS(=O)(=O)C